(2-amino-3-bromo-5-fluoro-phenyl)-(2,4,6,7-tetrahydropyrazolo[4,3-c]pyridin-5-yl)methanone NC1=C(C=C(C=C1Br)F)C(=O)N1CC=2C(CC1)=NNC2